C(CCCCCCCCCCCCCCCCCCCCCN)N 1,22-docosanediamine